ClC=1C(=NC(=NC1)NC=1C=CC(=NC1)C(=O)O)N1C[C@]2(CN(C[C@]2(C1)C)C(=O)C1CC1)C 5-((5-chloro-4-((3aR,6aS)-5-(cyclopropylcarbonyl)-3a,6a-dimethylhexahydropyrrolo[3,4-c]pyrrol-2(1H)-yl)pyrimidin-2-yl)amino)o-picolinic acid